Cl.N[C@@H]([C@@H](C(=O)N[C@@H](C(=O)O)C1=C(C(=CC=C1)OC(F)(F)F)F)O)CC1=CC=CC=C1 (R)-2-((2S,3R)-3-amino-2-hydroxy-4-phenylbutanamido)-2-(2-fluoro-3-(trifluoromethoxy)phenyl)acetic acid hydrochloride